COC=1C=C(C=CC1OC)[C@@]12CCN([C@H]2C=C(CC1)OP1(OC(CC(O1)C)C)=O)C 2-(((3aS,7aS)-3a-(3,4-dimethoxyphenyl)-1-methyl-2,3,3a,4,5,7a-hexahydro-1H-indol-6-yl)oxy)-4,6-dimethyl-1,3,2-dioxaphosphinane 2-oxide